8'-Bromo-7'-fluoro-1-isopropyl-3'-methylspiro[azetidine-3,1'-pyrrolo[2,3-c]quinolin] BrC1=CC=2C3=C(C=NC2C=C1F)N(CC31CN(C1)C(C)C)C